5-((4-bromo-1H-pyrazol-1-yl)methyl)-2-phenoxypyridine BrC=1C=NN(C1)CC=1C=CC(=NC1)OC1=CC=CC=C1